(3R)-3-methylpiperidin-3-ol C[C@@]1(CNCCC1)O